5-bromo-1-methyl-2,3-dihydro-1H-indole BrC=1C=C2CCN(C2=CC1)C